C(=O)(O)CCCCCN 5-Carboxypentylamin